2-(4-cyclopropyl-2,6-dimethylphenyl)-6-[(difluoromethoxy)methyl]-2,5-dihydro-4H-pyrazolo[3,4-d]pyrimidin-4-one C1(CC1)C1=CC(=C(C(=C1)C)N1N=C2N=C(NC(C2=C1)=O)COC(F)F)C